ClC1=C(C=CC=C1F)N[C@H](C(=O)OC)CCN(CCCCC1=NC=2NCCCC2C=C1)C methyl (S)-2-((2-chloro-3-fluorophenyl)amino)-4-(methyl(4-(5,6,7,8-tetrahydro-1,8-naphthyridin-2-yl)butyl)amino)butanoate